ClC1=C(C=C(C(=C1)F)OC)C1=CC=2N(C(N(C(C2S1)=O)C=1C2=C(C=NC1)N=C(N2C)C(F)(F)F)=O)CCC#N 3-(6-(2-chloro-4-fluoro-5-methoxyphenyl)-3-(1-methyl-2-(trifluoromethyl)-1H-imidazo[4,5-c]pyridin-7-yl)-2,4-dioxo-3,4-dihydrothieno[3,2-d]pyrimidin-1(2H)-yl)propionitrile